(benzyloxy)-N-methoxy-N-methylbenzamide C(C1=CC=CC=C1)OC1=C(C(=O)N(C)OC)C=CC=C1